CC#CC(=O)O.C(=O)O.CC#C methyl-acetylene formate (methyl-acetylenecarboxylate)